O1C(=CC=C1)C(=O)N1CCN(CC1)CC(COC=1C(=CC=C2C(C(OCC12)C)=O)OC)O 8-(3-(4-(furan-2-carbonyl)piperazin-1-yl)-2-hydroxypropoxy)-7-methoxy-3-methylisochroman-4-one